tert-butyl-4-(4-bromo-3-chlorophenoxy)piperidine (7-(2-(4-(6-fluorobenzo[b]thiophen-4-yl)piperazin-1-yl)ethyl)-2-oxo-3,4-dihydroquinolin-1(2H)-yl)methyl-undecanoate FC=1C=C(C2=C(SC=C2)C1)N1CCN(CC1)CCC1=CC=C2CCC(N(C2=C1)COC(CCCCCCCCCC)=O)=O.C(C)(C)(C)N1CCC(CC1)OC1=CC(=C(C=C1)Br)Cl